Isobutyl 2-(1H-imidazole-5-carbonyl)hydrazine-1-carboxylate N1C=NC=C1C(=O)NNC(=O)OCC(C)C